2-((S)-2-benzyloxycarbonylamino-3-hydroxy-propionyl-amino)-propionic acid methyl ester COC(C(C)NC([C@H](CO)NC(=O)OCC1=CC=CC=C1)=O)=O